C[Si](C#N)(C)C Trimethylsilanecarbonitrile